ClC=1N=C(SC1C=O)NC(OC(C)(C)C)=O Tert-Butyl 4-chloro-5-formylthiazol-2-ylcarbamate